ethyl 8-fluoro-6-oxo-5,6-dihydro-4H-benzo[f]imidazo[1,5-a][1,4]diazepine-3-carboxylate FC=1C=CC2=C(C(NCC=3N2C=NC3C(=O)OCC)=O)C1